FC(C(=O)[O-])(F)F.COC1=C(C=CC=C1)C[N+]1=CC(=CC=C1)CC(=O)OC methyl 2-[1-[(2-methoxyphenyl)methyl]pyridin-1-ium-3-yl]acetate trifluoroacetate